CN(C1=CC(=C(C=O)C=C1)OCC)C 4-(dimethylamino)-2-ethoxy-benzaldehyde